C(C1=CC=CC=C1)OCCCCCC#C[Si](CCCCCCCCCCCCCCCCCC)(C)C (7-(benzyloxy)hept-1-yn-1-yl)dimethyl(octadecyl)silane